CC(C)(C)P(C1=C(C=CC=C1)C1=C(C=C(C=C1C(C)C)C(C)C)C(C)C)C(C)(C)C bis(2-methyl-2-propanyl)(2',4',6'-triisopropyl-2-bi-phenylyl)phosphine